O1C2=C(OCCC1)C=CC=C2 3,4-dihydro-2H-benzo[b][1,4]dioxepine